2,5-dichlorosulfanilic acid sodium salt [Na+].ClC1=C(S(=O)(=O)[O-])C=C(C(=C1)N)Cl